(5S)-5-[4-(5-chloro-pyridin-2-yloxy)-piperidine-1-sulfonylmethyl]-5-methylimidazolidine-2,4-dione ClC=1C=CC(=NC1)OC1CCN(CC1)S(=O)(=O)C[C@@]1(C(NC(N1)=O)=O)C